C1(=CC=CC2=CC=CC=C12)C=C1C(C2=CC=CC=C2C1=O)=O 2-(1-naphthylmethylene)-1H-indene-1,3(2H)-dione